tert-butyl ((1r,3r)-3-hydroxy-1-methylcyclobutyl)carbamate OC1CC(C1)(C)NC(OC(C)(C)C)=O